FC1=C(C=C(C=C1)C(F)(F)F)N=C=S 2-fluoro-5-(trifluoromethyl)phenylisothiocyanate